C(CCCCCCCCCCCCCCC)(=O)NCCO N-Palmitoylethanolamine